(2S,4r)-N-[3-(2-cyanoimidazol-1-yl)propyl]-1-[(2S)-2-(4-cyclopropyltriazol-1-yl)-3,3-dimethyl-butyryl]-4-hydroxy-pyrrolidine-2-carboxamide C(#N)C=1N(C=CN1)CCCNC(=O)[C@H]1N(C[C@@H](C1)O)C([C@H](C(C)(C)C)N1N=NC(=C1)C1CC1)=O